FC(C(=O)O)(F)F.NC=1N=CC(=NC1C1=CN=CO1)C=1C=C(C=CC1C([2H])([2H])[2H])S(=O)(=O)NC12CC(C1)(C2)CO 3-(5-Amino-6-(oxazol-5-yl)pyrazin-2-yl)-N-(3-(hydroxymethyl)bicyclo[1.1.1]pentan-1-yl)-4-(methyl-d3)benzenesulfonamide trifluoroacetate salt